CS(=O)(=O)ON=C(C#N)C1=CC=C(C=C1)OC α-(methylsulfonyloxyimino)-4-methoxyphenylacetonitrile